3-methylpyrazolo[1,5-a]pyridine-5-carboxylic acid methyl ester COC(=O)C1=CC=2N(C=C1)N=CC2C